C(C1=CC=CC=C1)OC1=C(N(N=C1C)CCC)C(=O)OC(=O)OCC(C)C isobutoxycarbonyl 4-benzyloxy-5-methyl-2-propyl-pyrazole-3-carboxylate